ClC=1C(=CC=C2N=CC(=NC12)C=1C=NN(C1)CC(=O)NCCO)OC1=CC2=C(N=C(N2)C)C=C1 2-[4-[8-chloro-7-[(2-methyl-3H-benzimidazol-5-yl)oxy]quinoxalin-2-yl]pyrazol-1-yl]-N-(2-hydroxyethyl)acetamide